(4-(2-hydroxyethoxy)phenyl)(phenyl)methanone OCCOC1=CC=C(C=C1)C(=O)C1=CC=CC=C1